C1=CC=C2C(=C1)C(=NN=C2NC3=CC=C(C=C3)Cl)CC4=CC=NC=C4 The molecule is a member of the class of phthalazines that is phthalazine in which the hydrogens at positions 1 and 4have been replaced by a p-chlorophenylamino group and a pyridin-4-ylmethyl group, respectively. It is a multi-targeted tyrosine kinase inhibitor for all isoforms of VEGFR, PDGFR and c-Kit. It has a role as an antineoplastic agent, an EC 2.7.10.1 (receptor protein-tyrosine kinase) inhibitor, an angiogenesis inhibitor and a vascular endothelial growth factor receptor antagonist. It is a member of phthalazines, a member of pyridines, a member of monochlorobenzenes and a secondary amino compound.